Cl.Cl.OCC=O 2-hydroxyethanone dihydrochloride